COC1=CC=C(CN(C=2C(=C(C=C(C2)Cl)C2=C(C=C3C(=NC(=NC3=C2F)F)N2C[C@H]3CC[C@@H](C2)N3C(=O)OC(C)(C)C)F)C#N)CC3=CC=C(C=C3)OC)C=C1 tert-butyl (1R,5S)-3-(7-(3-(bis(4-methoxybenzyl)amino)-5-chloro-2-cyanophenyl)-2,6,8-trifluoroquinazolin-4-yl)-3,8-diazabicyclo[3.2.1]octane-8-carboxylate